3-(5-([1,3'-bipiperidin]-4-yl)-1-oxoisoindolin-2-yl)piperidine-2,6-dione N1(CCC(CC1)C=1C=C2CN(C(C2=CC1)=O)C1C(NC(CC1)=O)=O)C1CNCCC1